C1CCC2=NC3=C(C(=C21)NC(=O)N=S(=O)(N)C2=NN(C=C2)C(C)C)CCC3 N'-((1,2,3,5,6,7-hexahydrodicyclopenta[b,e]pyridin-8-yl)carbamoyl)-1-isopropyl-1H-pyrazole-3-sulfonimidamide